FC(OC1=C(CN2C(C=3C=CC=NC3CC2)=O)C=CC=C1)(F)F 6-(2-trifluoromethoxy-benzyl)-7,8-dihydro-6H-[1,6]Naphthyridin-5-one